N1=CC(=CC=C1)CCNC(=O)C1=NN(C2=CC=CC=C12)CC1=CC=C(C=C1)OC(F)(F)F N-(2-(pyridin-3-yl)ethyl)-1-(4-(trifluoromethoxy)benzyl)-1H-indazole-3-carboxamide